FC1=CC=C(C(=O)N2[C@@H](C=3N(CC2)C(=NC3N3C(C[C@@H](C3)O)=O)C3=NC(=NS3)C)C)C=C1 (S)-1-((R)-7-(4-fluorobenzoyl)-8-methyl-3-(3-methyl-1,2,4-thiadiazol-5-yl)-5,6,7,8-tetrahydroimidazo[1,5-a]pyrazin-1-yl)-4-hydroxypyrrolidin-2-one